Cl.N[C@H]1CN(CC1)CCC=1C=C(C#N)C=CC1OCC (R)-3-(2-(3-aminopyrrolidin-1-yl)ethyl)-4-ethoxybenzonitrile hydrochloride